C(C)(C)(C)OC(=O)N1C[C@@H]([C@H](C=C1)C1=CC=CC=C1)[N+](=O)[O-] (3R,4R)-3-nitro-4-phenyl-3,4-dihydro-2H-pyridine-1-carboxylic acid tert-butyl ester